butyl 4-methylthiazol-2-ylcarbamate CC=1N=C(SC1)NC(OCCCC)=O